2-(3-chlorobenzyl)-8-methyl-N-[(2R*)-tetrahydrofuran-2-ylmethyl]-4,5-dihydro-2H-furo[2,3-g]indazole-7-carboxamide ClC=1C=C(CN2N=C3C4=C(CCC3=C2)OC(=C4C)C(=O)NC[C@@H]4OCCC4)C=CC1 |o1:22|